2-(3-fluoropyridin-4-yl)-2-hydroxyacetamide FC=1C=NC=CC1C(C(=O)N)O